FC=1C(=C2C=CN=CC2=C(C1)CO)CNC1CC(C1)OC1=CC(=C(C=C1)F)C(F)(F)F (6-fluoro-5-((((1r,3r)-3-(4-fluoro-3-(trifluoromethyl)phenoxy)cyclobutyl)amino)methyl)isoquinolin-8-yl)methanol